spiro[indoline-3,3'-quinoline] N=1CC2(C=C3C=CC=CC13)CNC1=CC=CC=C12